4-(((5-Methyl-2-(trifluoromethyl)-[1,2,4]triazolo[1,5-a]pyrimidin-7-yl)amino)methyl)-4-phenylpiperidine-1-carboxamide CC1=NC=2N(C(=C1)NCC1(CCN(CC1)C(=O)N)C1=CC=CC=C1)N=C(N2)C(F)(F)F